C(CC=C)C(C(=O)OC)CCC=C methyl 2-(3-buten-1-yl)-5-hexenoate